FC1(CN(CC[C@H]1NC1=NN2C(C(=N1)OC)=C(C(=C2)F)C=2C=CC1=C(N(C(=N1)C)CCF)C2)C(CO)=O)F (R)-1-(3,3-difluoro-4-((6-fluoro-5-(1-(2-fluoroethyl)-2-methyl-1H-benzo[d]imidazol-6-yl)-4-methoxypyrrolo[2,1-f][1,2,4]triazin-2-yl)amino)piperidin-1-yl)-2-hydroxyethan-1-one